ethyl (E)-4-(dimethylamino)-2-oxo-3-phenylbut-3-enoate CN(/C=C(/C(C(=O)OCC)=O)\C1=CC=CC=C1)C